N-(6-methoxy-8-methyl-1-isoquinolyl)-N-[(3R)-3-piperidyl]-6-[5-(trideuteriomethyl)-1,3,4-thiadiazol-2-yl]pyridine-3-carboxamide COC=1C=C2C=CN=C(C2=C(C1)C)N(C(=O)C=1C=NC(=CC1)C=1SC(=NN1)C([2H])([2H])[2H])[C@H]1CNCCC1